(3R)-1-[(4S)-6,7-difluoro-3,4-dihydro-2H-1-benzopyran-4-yl]-3-(2-methylphenyl)piperazine FC=1C(=CC2=C([C@H](CCO2)N2C[C@H](NCC2)C2=C(C=CC=C2)C)C1)F